C(#N)C=1C=NC=C(C(=O)NC2=CC3=CN(N=C3C=C2OC(F)(F)F)C2CCC(CC2)C=O)C1 5-cyano-N-(2-((1r,4r)-4-formylcyclohexyl)-6-(trifluoromethoxy)-2H-indazol-5-yl)nicotinoylAmine